CN(C1CCN(CC1)C=1C=C2C=CC(=NC2=NC1)C1=CC2=CN(N=C2C(=C1O)C)C)C 5-{6-[4-(dimethylamino)piperidin-1-yl]-1,8-naphthyridin-2-yl}-2,7-dimethylindazol-6-ol